(3R)-3-amino-5-[(4-chlorophenyl)methyl]-8-fluoro-7-[5-(2-oxa-5-azabicyclo[2.2.1]heptan-1-yl)-1,3,4-oxadiazol-2-yl]-1,1-dioxo-2,3-dihydro-1λ6,5-benzothiazepin-4-one N[C@H]1CS(C2=C(N(C1=O)CC1=CC=C(C=C1)Cl)C=C(C(=C2)F)C=2OC(=NN2)C21OCC(NC2)C1)(=O)=O